C(C=C)(=O)NC=1C=C(C=CC1C)C1=C(NC2=NC=CC(=C21)Cl)C=2C=C(C(=O)NC1CC1)C=CC2 3-(3-(3-acrylamido-4-methylphenyl)-4-chloro-1H-pyrrolo[2,3-b]pyridin-2-yl)-N-cyclopropylbenzamide